ClC1=C(C=C2C(=C(N(C2=C1C#N)C)C1=NC(=NN1)C(COC)(F)F)N1C=NC=C1)OC 6-chloro-2-(3-(1,1-difluoro-2-methoxyethyl)-1H-1,2,4-triazol-5-yl)-3-(1H-imidazol-1-yl)-5-methoxy-1-methyl-1H-indole-7-carbonitrile